NC1=C(C=C(C=N1)C=1C=C2N(N1)CCC21CN(CC1)C(=O)NC1(CCC1)C1=NC=CC=C1)C(F)(F)F 2'-[6-amino-5-(trifluoromethyl)pyridin-3-yl]-N-[1-(pyridin-2-yl)cyclobutyl]-5',6'-dihydrospiro[pyrrolidine-3,4'-pyrrolo[1,2-b]pyrazole]-1-carboxamide